N-(tert-butoxycarbonyl)-O-(cyclohexylmethyl)-L-threonine C(C)(C)(C)OC(=O)N[C@@H]([C@H](OCC1CCCCC1)C)C(=O)O